1-(5-chloro-3-fluoropyridin-2-yl)-4-(3-chloro-4-fluorobenzyl)-3-(oxetan-3-yl)piperazine-2,5-dione ClC=1C=C(C(=NC1)N1C(C(N(C(C1)=O)CC1=CC(=C(C=C1)F)Cl)C1COC1)=O)F